C(\C=C/C\C=C/C\C=C/C\C=C/CC)C1C(O1)C\C=C/CCC(=O)O (±)-(4Z)-6-[3-(2Z,5Z,8Z,11Z)-2,5,8,11-tetradecatetraen-1-yl-2-oxiranyl]-4-hexenoic acid